C1(CC1)NC(=O)N1CCC(CC1)CN1C2=NC(=NC=C2N(C1=O)C)C1=C(C=CC=C1)C(C)C N-cyclopropyl-4-((2-(2-isopropylphenyl)-7-methyl-8-oxo-7,8-dihydro-9H-purin-9-yl)methyl)piperidine-1-carboxamide